4-TRIFLUOROMETHYL-N-(2-(INDOLIN-1-YL)ETHYL)BENZENESULFONAMIDE FC(C1=CC=C(C=C1)S(=O)(=O)NCCN1CCC2=CC=CC=C12)(F)F